C1(=CC=C(C=C1)P([O-])([O-])=O)P(OC1=C(C=C(C=C1)C(C)(C)C)C(C)(C)C)([O-])=O (2,4-di-t-butylphenyl) 1,4-phenylene-diphosphonate